C(C1=CC(=O)NC(=O)N1)(=O)O[C@@](C[N+](C)(C)C)(CC([O-])=O)C(C)=O acetyl-L-carnitine orotate